O=C1CSC2=C(N1)C=CC=C2C=2CCN(CC2)C(=O)OC(C)(C)C tert-butyl 4-(3-oxo-4H-1,4-benzothiazin-8-yl)-3,6-dihydro-2H-pyridine-1-carboxylate